(S)-2-(methoxymethyl)pyrrolidine COC[C@H]1NCCC1